D-2-bromo-5,6-dichloro-1H-benzimidazole BrC1=NC2=C(N1)C=C(C(=C2)Cl)Cl